tert-butyl 4-[1-(1-benzyl-3,3-difluoropiperidin-4-yl)azetidin-3-yl]piperazine-1-carboxylate C(C1=CC=CC=C1)N1CC(C(CC1)N1CC(C1)N1CCN(CC1)C(=O)OC(C)(C)C)(F)F